(1S,3S,4S)-2-((R)-2-((3-chlorophenyl)amino)-3-cyclopropylpropanoyl)-N-((R)-1-cyano-2-((R)-2-oxopiperidin-3-yl)ethyl)-5,5-difluoro-2-azabicyclo[2.2.2]octane-3-carboxamide ClC=1C=C(C=CC1)N[C@@H](C(=O)N1[C@@H]2CC([C@H]([C@H]1C(=O)N[C@H](C[C@@H]1C(NCCC1)=O)C#N)CC2)(F)F)CC2CC2